CC(CP(O)(O)=O)C(C)C 2,3-dimethylbutylphosphonic acid